N[C@@H]1[C@@H](CCCC1)NC1=NN2C(C=N1)=CC=C2C(=O)NC=2C(=NN(C2)CCO)C(N)=O 2-{[(1R,2S)-2-Aminocyclohexyl]amino}-N-[3-carbamoyl-1-(2-hydroxyethyl)-1H-pyrazol-4-yl]pyrrolo[2,1-f][1,2,4]triazin-7-carboxamid